5-Amino-1-isopropyl-3-(4-(2-oxo-2-((3-(tetrahydrofuran-3-yl)isoxazol-5-yl)amino)ethyl)phenyl)-1H-pyrazole-4-carboxamide NC1=C(C(=NN1C(C)C)C1=CC=C(C=C1)CC(NC1=CC(=NO1)C1COCC1)=O)C(=O)N